CC1(CN2C(O1)=C(C=N2)[S@](=O)(N)=NC(NC2=C1C(=CC=3CCCC23)C[C@@H]1C)=O)C (S)-2,2-dimethyl-N'-(((S)-2-methyl-2,4,5,6-tetrahydro-1H-cyclobuta[f]inden-3-yl)carbamoyl)-2,3-dihydropyrazolo[5,1-b]oxazole-7-sulfonimidamide